5-formyl-4-methyl-1-[(2-oxoimidazolidin-4-yl)methyl]-1H-indole-2-carbonitrile C(=O)C=1C(=C2C=C(N(C2=CC1)CC1NC(NC1)=O)C#N)C